Bis(2-hydroxyethyl)-3-aminopropyltriethoxysilane CCO[Si](CCCN)(OCC)OC(C)(CCO)CCO